C(C=C)(=O)OCCCCCCOC1=CC=C(C(=O)OC2=CC=C(C=C2)OC(C2=CC=C(C=C2)OCCCCCCOC(C=C)=O)=O)C=C1 1,4-Phenylene bis(4-(6-(acryloyloxy)hexyloxy)benzoate)